5-[(E)-2-ethoxyethenyl]pyridine-4-carboxylate C(C)O/C=C/C=1C(=CC=NC1)C(=O)[O-]